C(C)OC1=NC=CC=C1C=1C=CC(=C(CNS(=O)(=O)C2=C(C=CC=C2)[N+](=O)[O-])C1)N1[C@@H](CNCC1)CC (R)-N-(5-(2-ethoxypyridin-3-yl)-2-(2-ethylpiperazin-1-yl)benzyl)-2-nitrobenzenesulfonamide